BrC=1C=C(C(=O)NCCC2=CC(=CC=C2)OC)C=CC1 3-bromo-N-(3-methoxyphenethyl)benzamide